5-Allyloxy-1-pentyl-1-cyclopentene C(C=C)OC1CCC=C1CCCCC